methoxyethyl 2,2,4-trimethyl-3-hydroxypentanoate CC(C(=O)OCCOC)(C(C(C)C)O)C